tert-butyl 4-(1-(trans-3-(aminomethyl)cyclobutyl)-3-cyclopropyl-1H-indazol-6-yl)piperazine-1-carboxylate NC[C@@H]1C[C@H](C1)N1N=C(C2=CC=C(C=C12)N1CCN(CC1)C(=O)OC(C)(C)C)C1CC1